FC=1C(=NC=C(C1)OCCNC)N1C(N(C=2C=NC=3C=C(C(=CC3C21)C=2C=NN(C2)C)OC)C)=O 1-[3-Fluoro-5-(2-methylaminoethoxy)-pyridin-2-yl]-7-methoxy-3-methyl-8-(1-methyl-1H-pyrazol-4-yl)-1,3-dihydro-imidazo[4,5-c]quinolin-2-one